C(C)(C)C1(N(C(=C(N1C)C1=CC=C(C=C1)OC)C1=CC=C(C=C1)OC)C)C1(N(C(=C(N1C)C1=CC=C(C=C1)OC)C1=CC=C(C=C1)OC)C)C(C)C diisopropyl-4,4',5,5'-tetrakis(4-methoxyphenyl)-1,1',3,3'-tetramethyl-2,2',3,3'-tetrahydro-1H,1'H-2,2'-biimidazole